1-benzyl-3-methylquinolin-2(1H)-one C(C1=CC=CC=C1)N1C(C(=CC2=CC=CC=C12)C)=O